ClC1=CC=C2C(=CNC2=C1)S(=O)(=O)NC1=NC(=C(C=C1F)CCC(F)F)OC 6-chloro-N-[5-(3,3-difluoropropyl)-3-fluoro-6-methoxy-2-pyridinyl]-1H-indole-3-sulfonamide